(4-(1-(2,6-Dioxopiperidin-3-yl)-3-methyl-2-oxo-2,3-dihydro-1H-benzo[d]imidazol-5-yl)phenyl)piperazine-1-carboxylic acid tert-butyl ester C(C)(C)(C)OC(=O)N1C(CNCC1)C1=CC=C(C=C1)C1=CC2=C(N(C(N2C)=O)C2C(NC(CC2)=O)=O)C=C1